3-(4-(2,4-difluorophenoxy)-3-(6-methyl-7-oxo-1-tosyl-6,7-dihydro-1H-pyrrolo[2,3-c]pyridin-4-yl)phenyl)imidazolidine-2,4-dione FC1=C(OC2=C(C=C(C=C2)N2C(NCC2=O)=O)C=2C3=C(C(N(C2)C)=O)N(C=C3)S(=O)(=O)C3=CC=C(C)C=C3)C=CC(=C1)F